COC1=CC=C(CCNC2=C(C3=C(C(C=4C(=CC5=C(OCO5)C4)OC3)=O)C=C2)F)C=C1 8-((4-methoxyphenethyl)amino)-7-fluoro[2]benzoxepino[3,4-f]-1,3-benzodioxol-11(6H)-one